N1=CC(=CC2=CC=CC=C12)C=1C=CC=2NC3=CC=C(C=C3C2C1)C=1C=NC2=CC=CC=C2C1 3,6-di-quinolin-3-yl-9H-carbazole